C(CCCCCCC)/C(/C(=O)O)=C\CC(=O)O (E)-2-octyl-2-pentenedioic acid